OCCC1C(NCC1)=O 3-(2-Hydroxyethyl)pyrrolidin-2-one